Ethyl (S)-2-(3-hydroxypropyl)-4-methyl-4-nitropentanoate OCCC[C@H](C(=O)OCC)CC(C)([N+](=O)[O-])C